tert-butyl N-{17-[3-(4-{2-[3-(2-{2-[(4-tert-butylphenyl)formamido]acetamido}ethoxy)phenoxy]acetyl}piperazine-1-carbonyl)-2-methoxyphenoxy]-3,6,9,12,15-pentaoxaheptadecan-1-yl}carbamate C(C)(C)(C)C1=CC=C(C=C1)C(=O)NCC(=O)NCCOC=1C=C(OCC(=O)N2CCN(CC2)C(=O)C=2C(=C(OCCOCCOCCOCCOCCOCCNC(OC(C)(C)C)=O)C=CC2)OC)C=CC1